C=12NC(NS(C=3C=CN(CCCCCC4CCC(C=C5CCCC51)=C24)N3)(=O)=O)=O 5λ6-thia-2,4,9,26-tetraazapentacyclo[13.9.1.16,9.018,25.020,24]Hexacosane-1(24),6(26),7,18(25),19-pentaene-3,5,5-trione